COCCN1N=CC=C1C(=O)NCC1=CC=C(C=C1)NC(OCC1=CC=C(C=C1)Cl)=O 4-chlorobenzyl (4-((1-(2-methoxyethyl)-1H-pyrazole-5-carboxamido)meth-yl)phenyl)carbamate